FC1=C(C=CC=C1C(F)(F)F)NC(=O)C1NC2CC2(C1)C N-(2-fluoro-3-(trifluoromethyl)phenyl)-5-methyl-2-azabicyclo[3.1.0]hexane-3-carboxamide